S'-((1,3,5-triazinane-1,3,5-triyl) tris(propane-3,1-diyl)) triisopropanethiosulfonate C(C)(C)S(=O)(OCCCN1CN(CN(C1)CCCOS(=O)(=S)C(C)C)CCCOS(=O)(=S)C(C)C)=S